NC1=CC=C(C(=N1)C=1C(=C2[C@H](N(C(C2=CC1)=O)C1C(NC(CC1)=O)=O)C)F)C 3-((R)-5-(6-Amino-3-methylpyridin-2-yl)-4-fluoro-3-methyl-1-oxoisoindolin-2-yl)piperidin-2,6-dion